C(CCCCCCC)(=O)O.C(CCCCCCC)(=O)O.O=C1C(O)=C(O)[C@H](O1)[C@@H](O)CO ascorbic acid dioctanoate